1-(7-chloro-3-iodo-1H-pyrazolo[4,3-c]pyridin-4-yl)pyrrolidine-2,5-dione ClC=1C2=C(C(=NC1)N1C(CCC1=O)=O)C(=NN2)I